(5-(4-(trifluoromethyl)phenyl)-5,6,7,8-tetrahydropyrido[2,3-b]pyrazin-7-yl)methanamine TFA salt OC(=O)C(F)(F)F.FC(C1=CC=C(C=C1)N1CC(CC=2C1=NC=CN2)CN)(F)F